5-[(2-iodophenoxypropylthio)methyl]-1,3,4-oxadiazol-2(3H)-one IC1=C(OCCCSCC2=NNC(O2)=O)C=CC=C1